ClC=1C=C(NC2(CCC3([C@@H](CC4=CC=5OCOC5C=C34)C[C@H](CO)C)CC2)C(=O)OC)C=CC1 methyl (1r,4R,6'R)-4-(3-chloroanilino)-6'-[(2R)-3-hydroxy-2-methylpropyl]-6',7'-dihydro-2'H-spiro[cyclohexane-1,5'-indeno[5,6-d][1,3]dioxole]-4-carboxylate